ClC=1C(N(C(=CC1OCC1=NC=C(C=C1F)F)C)C1=CC(=NC=C1C)N1N=C(C=C1)C(C)(C)O)=O rel-3-chloro-4-((3,5-difluoropyridin-2-yl)methoxy)-2'-(3-(2-hydroxypropan-2-yl)-1H-pyrazol-1-yl)-5',6-dimethyl-2H-[1,4'-bipyridin]-2-one